IC1=CC(=CC=2CCOC21)CC(C(C)C)N 1-(7-iodo-2,3-dihydrobenzofuran-5-yl)-3-methylbutan-2-amine